CNCCOC=1N(N=CC1C=1C=C2C(=NN(C2=CC1)C1OCCCC1)C=C)C N-methyl-2-[2-methyl-4-(1-tetrahydropyran-2-yl-3-vinyl-indazol-5-yl)pyrazol-3-yl]oxy-ethylamine